C(C1=CC=CC=C1)(=O)OCCOCCOCC#C 2-(2-(prop-2-yn-1-yloxy)ethoxy)ethyl benzoate